NC1=C2C(=C3C(=N1)C=CS3)N(C(=N2)CCCC)CC=2SC=C(N2)CNCCCCCO 5-(((2-((4-amino-2-butyl-1H-imidazo[4,5-d]thieno[3,2-b]pyridin-1-yl)methyl)thiazol-4-yl)methyl)amino)pentan-1-ol